S(=O)(=O)(C1=CC=C(C)C=C1)N1C(C2CC2C1)C(=O)N 3-tosyl-3-azabicyclo[3.1.0]hexane-2-carboxamide